FC(OC1=NC2=CC(=CC(=C2N=C1)C=1SC2=C(N1)C(=CC(=C2)OC)C)C)F 2-(2-(difluoromethoxy)-7-methylquinoxalin-5-yl)-6-methoxy-4-methylbenzo[d]thiazole